(3R)-3-{[8,9-dimethoxy-2-(4-methoxyphenyl)[1,2,4]triazolo[1,5-c]quinazolin-5-yl]amino}azepan-2-one COC=1C(=CC=2C=3N(C(=NC2C1)N[C@H]1C(NCCCC1)=O)N=C(N3)C3=CC=C(C=C3)OC)OC